C[C@H]1CN(C[C@H](O1)C)C=1C=NC(=CC1)[N+](=O)[O-] (2S,6R)-2,6-dimethyl-4-(6-nitro-3-pyridyl)morpholine